7-fluoro-5-((2-methoxypyridin-3-yl)methoxy)-2-methylbenzofuran-3-carboxylic acid FC1=CC(=CC=2C(=C(OC21)C)C(=O)O)OCC=2C(=NC=CC2)OC